C(=O)(OCC1C2=CC=CC=C2C2=CC=CC=C12)NCCC(CC(=O)O)=O 5-(Fmoc-amino)-3-oxopentanoic acid